BrC1=C2C(=NC=C1)N(CC2)C(=O)OC(C)(C)C tert-butyl 4-bromo-2,3-dihydro-1H-pyrrolo[2,3-b]pyridine-1-carboxylate